methyl (R)-6-(4-chlorobenzyl)-9-(4-cyano-2-fluorophenyl)-7,10-dioxo-2,6,9-triazaspiro[4.5]decane-2-carboxylate ClC1=CC=C(CN2[C@@]3(CCN(C3)C(=O)OC)C(N(CC2=O)C2=C(C=C(C=C2)C#N)F)=O)C=C1